BrC=1C=C2CCCC(C2=C(C1)C([2H])([2H])[2H])=O 6-bromo-8-(methyl-d3)-3,4-dihydronaphthalen-1(2H)-one